tetramethylene-bis(tert-butyl-carbodiimide) C(C)(C)(C)N=C=NCCCCN=C=NC(C)(C)C